C1(CC1)C=1C=CC2=C(N=C(O2)C2CCN(CC2)C(=O)OC(C)(C)C)C1 tert-butyl 4-(5-cyclopropyl-1,3-benzoxazol-2-yl)piperidine-1-carboxylate